CS(=O)(=O)C=1NC=C(N1)C(=O)O 2-(methylsulfonyl)-1H-imidazole-4-carboxylic acid